tert-butyl N-[6-bromo-4-(4,4-difluoropiperidin-1-yl)-5-fluoro-1,3-benzothiazol-2-yl]carbamate BrC1=CC2=C(N=C(S2)NC(OC(C)(C)C)=O)C(=C1F)N1CCC(CC1)(F)F